CN(C(=O)OC=1C=C(CO)C=C(C1)OC(N(C)C)=O)C 3,5-bis(N,N-dimethylcarbamoyloxy)benzyl alcohol